5-(4-Acetylpiperazin-1-carbonyl)-1-((1-((R)-3-Cyclohexyl-2-methylpropanoyl)-4-hydroxy-3,3-dimethylpiperidin-4-yl)methyl)-4-phenylpyridin-2(1H)-on C(C)(=O)N1CCN(CC1)C(=O)C=1C(=CC(N(C1)CC1(C(CN(CC1)C([C@@H](CC1CCCCC1)C)=O)(C)C)O)=O)C1=CC=CC=C1